4-methylsulfonylphenyl-alanine CS(=O)(=O)C1=CC=C(C=C1)N[C@@H](C)C(=O)O